N-[1-(cyclohexylmethyl)piperidin-4-yl]-3-[6-(4-methylpiperazin-1-yl)-[1,2,4]triazolo[4,3-b]pyridazin-3-yl]propanamide C1(CCCCC1)CN1CCC(CC1)NC(CCC1=NN=C2N1N=C(C=C2)N2CCN(CC2)C)=O